ClC1=C(OC2=CC(=NC=C2)NC(C)=O)C=CC(=C1)[N+](=O)[O-] N-(4-(2-chloro-4-nitrophenoxy)pyridin-2-yl)acetamide